dithiobis(nitrobenzoic acid) C1=CC(=C(C(=C1)[N+](=O)[O-])SSC2=C(C=CC=C2[N+](=O)[O-])C(=O)O)C(=O)O